p-anisic acid methyl ester COC1=CC=C(C=C1)C(=O)OC